C(C)(C)(C)N(C(O)=O)C1=CC(=CC=C1)C[C@@H](C=1SC=CN1)N=[N+]=[N-].C1N(CC2=CC=CC=C12)C(=O)C1CCNCC1 isoindolin-2-yl-(piperidin-4-yl)methanone tert-butyl-(S)-(3-(2-azido-2-(thiazol-2-yl)ethyl)phenyl)carbamate